OC=1C=C2OC=3C(CC(CC3C(C2=C(C1C(CC(C)C)=O)O)C1CCC1)(C)C)(C)C 6,8-Dihydroxy-7-(3-methylbutyryl)-9-cyclobutyl-2,2,4,4-tetramethyl-4,9-dihydro-1H-xanthene